4-anilino-4'-aminostilbene-2,2'-disulfonate N(C1=CC=CC=C1)C=1C=C(C(=CC1)C=CC=1C(=CC(=CC1)N)S(=O)(=O)[O-])S(=O)(=O)[O-]